lanthanum manganese citric acid C(CC(O)(C(=O)O)CC(=O)O)(=O)O.[Mn].[La]